tert-butyl 4-(((2S)-4-(2,2-difluoroethyl)-2-(4-(methoxycarbonyl)phenyl)piperazin-1-yl)methyl)-5-methoxy-7-methylindole-1-carboxylate FC(CN1C[C@@H](N(CC1)CC1=C2C=CN(C2=C(C=C1OC)C)C(=O)OC(C)(C)C)C1=CC=C(C=C1)C(=O)OC)F